methyl (9Z)-21-[(dimethylamino)methyl]heptacos-9-enoate CN(C)CC(CCCCCCCCCC\C=C/CCCCCCCC(=O)OC)CCCCCC